tert-butyl (2S,5S)-5-(4-chlorobenzyl)-2-methyl-3-oxopiperazine-1-carboxylate ClC1=CC=C(C[C@@H]2NC([C@@H](N(C2)C(=O)OC(C)(C)C)C)=O)C=C1